6-{3-[(1S,2S,3S,5R)-3-amino-2-fluoro-8-azabicyclo[3.2.1]octan-8-yl]-5H-pyrrolo[2,3-b]pyrazin-7-yl}-5-chloro-3-methyl-3,4-dihydroquinazolin-4-one N[C@@H]1[C@@H]([C@@H]2CC[C@H](C1)N2C2=CN=C1C(=N2)NC=C1C=1C(=C2C(N(C=NC2=CC1)C)=O)Cl)F